N-(4-(4-amino-3-bromo-7-cyano-1-methyl-1H-pyrrolo[3,2-c]pyridin-2-yl)-3-chlorophenyl)methacrylamide NC1=NC=C(C2=C1C(=C(N2C)C2=C(C=C(C=C2)NC(C(=C)C)=O)Cl)Br)C#N